N-[(1S)-1-[[2-chloro-5-(1-isopropyl-6-oxo-3-pyridyl)phenyl]methyl]-2-[4-(4-methyl-1,2,4-triazol-3-yl)anilino]-2-oxo-ethyl]-3-methyl-butanamide ClC1=C(C=C(C=C1)C1=CN(C(C=C1)=O)C(C)C)C[C@@H](C(=O)NC1=CC=C(C=C1)C1=NN=CN1C)NC(CC(C)C)=O